ClC1=C(C=CC=C1Cl)C(C1=CC=C2C=CC=NC2=C1)C=1C(=NC=CC1)N ((2,3-Dichlorophenyl)(quinolin-7-yl)methyl)pyridin-2-amine